ClC=1C=C(NC2(CCC3(C(=C(C4=CC=CC=C34)CC)C)CC2)C(=O)O)C=CC1 (1r,4r)-4-(3-chloroanilino)-3'-ethyl-2'-methylspiro[cyclohexane-1,1'-indene]-4-carboxylic acid